BrC1=CC=C(C=C1)NC1=C(C(=O)ON2N=NC=C2)C=CC(=N1)C(F)(F)F [1,2,3]triazol-1-yl 2-((4-bromophenyl)amino)-6-(trifluoromethyl)nicotinate